FC(C(=O)O)(F)F.NC1(CCOCC1)C(=O)NC1CCN(CC1)C1=NC(=C(C(=C1C#N)CC)C#N)SC(C(=O)N)C1=CC=CC=C1 4-amino-N-(1-(6-((2-amino-2-oxo-1-phenylethyl)thio)-3,5-dicyano-4-ethylpyridin-2-yl)piperidin-4-yl)tetrahydro-2H-pyran-4-carboxamide, trifluoroacetic acid salt